N-[(3,5-dichlorophenyl)methyl]-5-oxo-1-prop-2-yn-1-ylpyrrolidine-3-carboxamide ClC=1C=C(C=C(C1)Cl)CNC(=O)C1CN(C(C1)=O)CC#C